CN(C1=C(C=C(C(=O)N(C)C2=CC=3OC(C(=CC3S2)C(=O)O)=O)C=C1)OCC)C 2-(4-(dimethylamino)-3-ethoxy-N-methylbenzamido)-5-oxo-5H-thieno[3,2-b]pyran-6-carboxylic acid